FC1=CC=C2[C@@H](N3C(C2=C1)=CN=C3)[C@@H]3[C@@H](CC3)O (1R,2R)-2-((S)-8-Fluoro-5H-imidazo[5,1-a]isoindol-5-yl)cyclobutan-1-ol